The molecule is a diterpene alkaloid with formula C34H47NO10 that is isolated from several Aconitum species. It has a role as a plant metabolite. It is a benzoate ester, an acetate ester, a bridged compound, a diol, a diterpene alkaloid, an organic heteropolycyclic compound, a polyether, a secondary alcohol and a tertiary amino compound. It derives from a hydride of an aconitane. CCN1C[C@@]2(CC[C@@H]([C@@]34[C@@H]2[C@H]([C@@H](C31)[C@@]5([C@@H]6[C@H]4C[C@@]([C@@H]6OC(=O)C7=CC=CC=C7)([C@H]([C@@H]5O)OC)O)OC(=O)C)OC)OC)COC